(R)-5-(1-(3,5-Dichloropyridin-4-yl)ethoxy)-3-(6-(4-methylpiperazin-1-yl)pyridin-3-yl)-1H-indazole ClC=1C=NC=C(C1[C@@H](C)OC=1C=C2C(=NNC2=CC1)C=1C=NC(=CC1)N1CCN(CC1)C)Cl